(piperidin-1-yl)-4-(((5-(5-(trifluoromethyl)-1,2,4-oxadiazol-3-yl)pyridin-2-yl)methyl)amino)cyclobut-3-ene-1,2-dione N1(CCCCC1)C=1C(C(C1NCC1=NC=C(C=C1)C1=NOC(=N1)C(F)(F)F)=O)=O